(2S,4R)-4-hydroxy-1-(3-methyl-2-(3-(piperazin-1-yl)isoxazol-5-yl)butanoyl)-N-((S)-1-(4-(4-methylthiazol-5-yl)phenyl)ethyl)pyrrolidine-2-carboxamide hydrogen chloride Cl.O[C@@H]1C[C@H](N(C1)C(C(C(C)C)C1=CC(=NO1)N1CCNCC1)=O)C(=O)N[C@@H](C)C1=CC=C(C=C1)C1=C(N=CS1)C